2-(((αR)-6-(2,5-dioxo-3-(4-phenoxyphenyl)imidazolidin-1-yl)spiro[3.3]heptan-2-yl)oxy)nicotinamide O=C1N(C(CN1C1=CC=C(C=C1)OC1=CC=CC=C1)=O)C1CC2(CC(C2)OC2=C(C(=O)N)C=CC=N2)C1